4-bromo-2-methylindazol BrC=1C2=CN(N=C2C=CC1)C